5-[(azetidin-3-yl)methyl]-2-{7,8-dimethyl-[1,2,4]triazolo[1,5-a]pyridin-6-yl}-3-(prop-2-yl)-1H-indole N1CC(C1)CC=1C=C2C(=C(NC2=CC1)C=1C(=C(C=2N(C1)N=CN2)C)C)C(C)C